2-(2-Isopropylphenyl)-5-methoxy-N-(4-(pyridin-2-ylmethoxy)benzyl)pyrimidin-4-amine C(C)(C)C1=C(C=CC=C1)C1=NC=C(C(=N1)NCC1=CC=C(C=C1)OCC1=NC=CC=C1)OC